(S)-4,11-diethyl-4-hydroxy-3,14-dioxo-3,4,12,14-tetrahydro-1H-pyrano[3',4':6,7]indolizino[1,2-b]quinolin-9-yl ((R)-2-((R)-4-amino-2-octanamido-4-oxobutanamido)propyl)(methyl)carbamate NC(C[C@H](C(=O)N[C@@H](CN(C(OC1=CC=2C(=C3C(=NC2C=C1)C1=CC2=C(C(N1C3)=O)COC([C@]2(O)CC)=O)CC)=O)C)C)NC(CCCCCCC)=O)=O